(cis-3-amino-3-(hydroxymethyl)cyclobutyl)((S)-1-(4-fluorophenyl)-3,4-dihydroisoquinolin-2(1H)-yl)methanone NC1(CC(C1)C(=O)N1[C@H](C2=CC=CC=C2CC1)C1=CC=C(C=C1)F)CO